NC1=C(C(=CC2=NSN=C21)N)N amino-5,6-diaminobenzo[c][1,2,5]thiadiazole